FC1=C(C=CC(=C1)OC1=NN(C=C1)C)NC=1C2=C(N=CN1)C=CC(=N2)N2CCNCC2 N-(2-Fluoro-4-((1-methyl-1H-pyrazol-3-yl)oxy)phenyl)-6-(piperazin-1-yl)pyrido[3,2-d]pyrimidin-4-amine